1-((5-Chloro-2-((8-(((1,1,1,3,3,3-hexafluoropropan-2-yl)oxy)carbonyl)-1,8-diazaspiro[4.5]decan-1-yl)methyl)phenoxy)methyl)cyclopropane-1-carboxylic acid ClC=1C=CC(=C(OCC2(CC2)C(=O)O)C1)CN1CCCC12CCN(CC2)C(=O)OC(C(F)(F)F)C(F)(F)F